FC(CC(C1=CC=C(C=C1)F)N1N=CC(=C1)C1=CC=CC(=N1)C1=CC=2N(C=C1F)N=C(N2)N)F 7-(6-(1-(3,3-difluoro-1-(4-fluorophenyl)propyl)-1H-pyrazol-4-yl)pyridin-2-yl)-6-fluoro-[1,2,4]triazolo[1,5-a]pyridin-2-amine